COC1=CC=C(C=C1)C(OC[C@H]1O[C@H](C(C1OC(CCC(=O)O)=O)OCCOCCCCCCCCCCCCCCCC)N1C(NC(C=C1)=O)=O)(C1=CC=CC=C1)C1=CC=C(C=C1)OC 4-[(2R,5R)-2-[[bis(4-methoxyphenyl)-phenyl-methoxy]methyl]-5-(2,4-dioxopyrimidin-1-yl)-4-(2-hexadecoxyethoxy)tetrahydrofuran-3-yl]oxy-4-oxo-butanoic acid